Ethyl 2-[(4-bromo-2-chloro-5-fluoro-phenyl)methyl]-7-fluoro-3-(2-methoxyethyl)benzimidazole-5-carboxylate BrC1=CC(=C(C=C1F)CC=1N(C2=C(N1)C(=CC(=C2)C(=O)OCC)F)CCOC)Cl